OC1(CCN(CC1)C1=C(C=C2C(=N1)OC(C2)(C)C)C(=O)NC2=NC(=CC=C2)C=2C=NN(C2)C)C 6-(4-Hydroxy-4-methylpiperidin-1-yl)-2,2-dimethyl-N-(6-(1-methyl-1H-pyrazol-4-yl)pyridin-2-yl)-2,3-dihydrofuro[2,3-b]pyridine-5-carboxamide